CN1N=CC(=C1C1=CC=C(N=N1)OCC1C[C@@H]2[C@@H](CN(C2)CC2=CC=C(C=C2)F)C1)C (3aR,6aS)-5-[[6-(2,4-dimethylpyrazol-3-yl)pyridazin-3-yl]oxy-methyl]-2-[(4-fluoro-phenyl)methyl]-3,3a,4,5,6,6a-hexahydro-1H-cyclopenta[c]pyrrole